4-amino-N-(2-ethoxyphenyl)benzamide CCOC1=CC=CC=C1NC(=O)C2=CC=C(C=C2)N